C(C)(C)C1=CC(=NN1)NC1=NC(=CN=C1)O[C@H]1CN(CC1)C (R)-N-(5-isopropyl-1H-pyrazol-3-yl)-6-((1-methylpyrrolidin-3-yl)oxy)pyrazin-2-amine